C(C)N(CCOC=1C(=CC2=C(C(C=3NC4=CC(=CC=C4C3C2=O)C#N)(C)C)C1)OC(C)C)CC 8-(2-Diethylamino-ethoxy)-9-isopropoxy-6,6-dimethyl-11-oxo-6,11-dihydro-5H-benzo[b]carbazole-3-carbonitrile